FC1(CCN(CC1)C1=NN(C2=CC=C(C=C12)NC(=O)C1=C(C=C(C=C1)NS(=O)(=O)C1CN(C1)C(=O)OC(C)(C)C)N1CCC2(CC2)CC1)C)F tert-butyl 3-(N-(4-((3-(4,4-difluoropiperidin-1-yl)-1-methyl-1H-indazol-5-yl)carbamoyl)-3-(6-azaspiro[2.5]octan-6-yl)phenyl)sulfamoyl)azetidine-1-carboxylate